C(C)(C)(C)OC(=O)N1CC2(C1)CCN(CC2)C2=NC=C(C=N2)C2C(NC(CC2)=O)=O 7-(5-(2,6-dioxopiperidin-3-yl)pyrimidin-2-yl)-2,7-diazaspiro[3.5]nonane-2-carboxylic acid tert-butyl ester